C12N(CC(NC1)CC2)CC=2C=C1CN(C(C1=CC2)=O)C2CNCCC2 3-(5-((2,5-diazabicyclo[2.2.2]octan-2-yl)methyl)-1-oxoisoindoline-2-yl)piperidine